Trans-4-(2-(6-(2,3-dichlorophenyl)-2,6-diazaspiro[3.3]heptan-2-yl)ethyl)cyclohexane-1-amine ClC1=C(C=CC=C1Cl)N1CC2(CN(C2)CC[C@@H]2CC[C@H](CC2)N)C1